OC=1C(=CC2=CC(=CC(=C2C1)O)S(=O)(=O)O)S(=O)(=O)O 3,5-Dihydroxynaphthalene-2,7-disulfonic acid